N1=CC=C(C=C1)CCCC1=CC=NC=C1 1,3-bis(4-pyridyl)propane